[N+](=O)([O-])C1=C(C=CC=C1)NCCO 2-[(2-nitrophenyl)amino]ethanol